NC(C(=O)NC=1C=CC=C2C(=CNC12)C=1C=NNC1)C1=CC=C(C=C1)OC 2-amino-2-(4-methoxyphenyl)-N-[3-(1H-pyrazol-4-yl)-1H-indol-7-yl]acetamide